ClC=1C2=C(N=CN1)NC(=C2I)C2=CC=C(C=C2)[N+](=O)[O-] 4-chloro-5-iodo-6-(4-nitro-phenyl)-7H-pyrrolo[2,3-d]Pyrimidine